methylene-phenylglyoxime C=C1C(C=CC=C1)C(=NO)C=NO